CC1(CCCCC1)C(=O)O 1-methyl-1-cyclohexane-carboxylic acid